BrC1=CC=2C3(C=4C=C(C=CC4C2C=2OC4=C(C21)C=CC=C4)Br)C4=CC=CC=C4C=4C=CC(=CC43)F 5',9'-dibromo-2-fluorospiro(fluorene-9,7'-fluoreno[4,3-b]benzofuran)